4-(3-(2-amino-5H-pyrrolo[3,2-d]pyrimidin-7-yl)phenyl)-2-(6-methoxypyridin-2-yl)but-3-yn-2-ol NC=1N=CC2=C(N1)C(=CN2)C=2C=C(C=CC2)C#CC(C)(O)C2=NC(=CC=C2)OC